ketobismaleimide O(C=1C(=O)NC(C1)=O)C=1C(=O)NC(C1)=O